5-chloro-2-(2-ethylpiperidin-1-yl)aniline ClC=1C=CC(=C(N)C1)N1C(CCCC1)CC